ClC(OC1=CC=C(C=C1)NC(=O)C1=CN(C(C=C1)=O)C1=CC2=C(OCCO2)C=C1)(F)F N-[4-(Chlorodifluoromethoxy)phenyl]-1-(2,3-dihydro-1,4-benzodioxin-6-yl)-6-oxo-1,6-dihydropyridine-3-carboxamide